(R,S) or (S,S)-2-fluoro-N'-((1,2,3,5,6,7-hexahydro-s-indacen-4-yl)carbamoyl)-4-(pyrrolidin-3-yl)benzenesulfonimidamide FC1=C(C=CC(=C1)[C@H]1CNCC1)[S@@](=O)(N)=NC(NC1=C2CCCC2=CC=2CCCC12)=O |o1:12|